The molecule is a deoxyinosine phosphate compound having a triphosphate group at the 5'-position. It has a role as an Escherichia coli metabolite and a mouse metabolite. It is a purine 2'-deoxyribonucleoside 5'-triphosphate and a deoxyinosine phosphate. It is a conjugate acid of a dITP(4-). C1[C@@H]([C@H](O[C@H]1N2C=NC3=C2N=CNC3=O)COP(=O)(O)OP(=O)(O)OP(=O)(O)O)O